(E)-3-(4,7-Dimethoxybenzofuran-5-yl)-1-phenyl-prop-2-en-1-one COC1=C(C=C(C2=C1C=CO2)OC)/C=C/C(=O)C2=CC=CC=C2